OCCOC1=CC=C(C=C1)[C@@H]1C(N(C(N1)=O)[C@@H]([C@@H](C)C1=CC=CC=C1)C1=NC2=C(N1)C=C(C=C2)I)=O (R)-5-[4-(2-hydroxy-ethoxy)-phenyl]-3-[(1s,2s)-1-(6-iodo-1H-benzoimidazol-2-yl)-2-phenyl-propyl]-imidazoline-2,4-dione